2-(isopropylsulfonyl)-2,5-diazabicyclo[2.2.2]octane C(C)(C)S(=O)(=O)N1C2CNC(C1)CC2